ClC1=C(C(=CC(=C1)F)F)N1C=C(C(C2=CC(=C(N=C12)N1C[C@H]([C@@H](C1)O)O)F)=O)C(=O)N[C@H](C(F)(F)F)C1CC1 1-(2-chloro-4,6-difluorophenyl)-N-[(1S)-1-cyclopropyl-2,2,2-trifluoroethyl]-7-[(3R,4R)-3,4-dihydroxypyrrolidin-1-yl]-6-fluoro-4-oxo-1,4-dihydro-1,8-naphthyridine-3-carboxamide